CC1=CC=2C(C3=CC(=CC=C3OC2C=C1)C)NC(=O)C=1C(NC(=CC1)C(F)(F)F)=O N-(2,7-dimethyl-9H-xanthen-9-yl)-2-oxo-6-(trifluoromethyl)-1,2-dihydropyridine-3-carboxamide